BrC=1C=C(C(=C(OC2COC2)C1)[N+](=O)[O-])F 3-(5-bromo-3-fluoro-2-nitrophenoxy)oxetane